1-((2-(ethoxymethoxy)naphthalen-1-yl)methyl)naphthalen-2-ol C(C)OCOC1=C(C2=CC=CC=C2C=C1)CC1=C(C=CC2=CC=CC=C12)O